1-(4-Fluoro-2-methylphenyl)-N-[4-[(7-methoxy-1,5-naphthyridin-4-yl)oxy]phenyl]-6-methyl-2-oxopyridine-3-carboxamide FC1=CC(=C(C=C1)N1C(C(=CC=C1C)C(=O)NC1=CC=C(C=C1)OC1=CC=NC2=CC(=CN=C12)OC)=O)C